C1(CC1)NC(O[C@H]1C[C@H](CC1)C1=CC(=NN1)NC(COC1=C(C(=CC=C1)O)C=O)=O)=O (1R,3S)-3-(3-(2-(2-formyl-3-hydroxyphenoxy)acetamido)-1H-pyrazol-5-yl)cyclopentyl cyclopropylcarbamate